4-[2-(4-cyclopropyl-6-methoxy-pyrimidin-5-yl)-4-[[4-[1-methyl-4-(trifluoromethyl)imidazol-2-yl]phenyl]methoxy]pyrimidin-5-yl]isothiazole C1(CC1)C1=NC=NC(=C1C1=NC=C(C(=N1)OCC1=CC=C(C=C1)C=1N(C=C(N1)C(F)(F)F)C)C=1C=NSC1)OC